(R)-2-(6-(3,4-dimethoxyphenyl)-7-ethyl-5H-pyrrolo[3,2-d]pyrimidin-2-yl)-5-(pyrrolidin-2-ylmethyl)-1,3,4-oxadiazole COC=1C=C(C=CC1OC)C1=C(C=2N=C(N=CC2N1)C=1OC(=NN1)C[C@@H]1NCCC1)CC